N-(6-((4-(2,2-Dimethyl-2,3-dihydrofuro[2,3-c]pyridin-5-yl)thiazol-2-yl)amino)-5-(trifluoromethyl)pyridin-3-yl)-N-methylacetamide Acetyl-acetate C(C)(=O)CC(=O)O.CC1(CC=2C(=CN=C(C2)C=2N=C(SC2)NC2=C(C=C(C=N2)N(C(C)=O)C)C(F)(F)F)O1)C